1-Isothiocyanato-8-(methylsulfinyl)-octane N(=C=S)CCCCCCCCS(=O)C